3-(4-methylpent-3-en-1-yl)benzo[d]oxazol-2(3H)-one CC(=CCCN1C(OC2=C1C=CC=C2)=O)C